C(C)N([C@H]1[C@H](CCCC1)OC=1C=C2CN(C(C2=CC1)=O)C1C(NC(CC1)=O)=O)C 3-(5-(((1S,2R)-2-(ethyl(methyl)amino)cyclohexyl)oxy)-1-oxoisoindolin-2-yl)piperidine-2,6-dione